CP(=O)(C)C1=C(C=CC=C1)NC1=C2NC=NC2=NC(=N1)NC1=NC=2CCN(CC2C=C1)C(C(F)(F)F)=O 1-(2-((6-((2-(dimethylphosphoryl)phenyl)amino)-7H-purin-2-yl)amino)-7,8-dihydro-1,6-naphthyridin-6(5H)-yl)-2,2,2-trifluoroethanone